{8-[(1R)-1-methoxyethyl]-6-(1-pyrrolidinylmethyl)imidazo[1,2-a]pyridin-2-yl}methanone CO[C@H](C)C=1C=2N(C=C(C1)CN1CCCC1)C=C(N2)C=O